8-((cyclopropylmethyl)(4-fluoro-3-methoxyphenyl)amino)-5-methyl-6-oxo-5,6-dihydro-1,5-naphthyridine-2-carbonitrile C1(CC1)CN(C1=CC(N(C=2C=CC(=NC12)C#N)C)=O)C1=CC(=C(C=C1)F)OC